4-[(E)-3-(4-Chlorophenyl)-3-oxoprop-1-enyl]-2-methoxybenzoic acid ClC1=CC=C(C=C1)C(/C=C/C1=CC(=C(C(=O)O)C=C1)OC)=O